Cl.NC(C(=O)N1CCN(CC1)C(=O)NC1=NC(N(C=C1)C1=CC=C(C=C1)CCN1CC2C(C2C1)N)=O)(C)C 4-(2-Amino-2-methylpropanoyl)-N-(1-(4-(2-(exo-6-amino-3-azabicyclo[3.1.0]hexan-3-yl)ethyl)phenyl)-2-oxo-1,2-dihydropyrimidin-4-yl)piperazine-1-carboxamide Hydrochloride Salt